methyl-5-(1-methyl-3-(trifluoromethyl)-1H-pyrazol-4-yl)-3,4-dihydro-1H-[2,4'-biisoquinolin]-1-one CC1N(C(C2=CC=CC(=C2C1)C=1C(=NN(C1)C)C(F)(F)F)=O)C1=CN=CC2=CC=CC=C12